C(C1=CC=CC=C1)C1=NC(=NN1)C(=O)NC1C(N(C2=C(OC1)C=CC(=C2)C=C(C(C)(C)O)Cl)C)=O 5-benzyl-N-(7-(2-chloro-3-hydroxy-3-methylbutan-1-en-1-yl)-5-methyl-4-oxo-2,3,4,5-tetrahydrobenzo[b][1,4]oxazepin-3-yl)-1H-1,2,4-triazole-3-carboxamide